C(C(C)C)(=O)OC1=C(C(=CC(=C1)Cl)C=NCCC1=CC=CC=C1)O 5-chloro-2-hydroxy-3-((phenethylimino)meth-yl)phenyl isobutyrate